N1=CC=C(C=C1)NCC(=O)OCCCCN (4-(2-(pyridin-4-ylamino)acetoxy)butyl)azane